(S)-2-(2-oxopyrrolidin-1-yl)butyric acid O=C1N(CCC1)[C@H](C(=O)O)CC